3-hydroxy-8-(phenylsulfonyl)quinazoline-2,4(1H,3H)-dione ON1C(NC2=C(C=CC=C2C1=O)S(=O)(=O)C1=CC=CC=C1)=O